S1S[C@@H](CC1)CCCCCN1C(OCC1)=O (R)-3-[5-(1,2-dithiolan-3-yl)pentan-1-yl]-1,3-oxazolidin-2-one